CC1(CCC=2C1=NC1=C(C2NC(=O)N=S(=O)(N)C=2SC=C(C2)C(C)(C)O)CCC1)C N'-((3,3-dimethyl-1,2,3,5,6,7-hexahydrodicyclopenta[b,e]pyridin-8-yl)carbamoyl)-4-(2-hydroxypropan-2-yl)thiophene-2-sulfonimidamide